3-((6-bromo-4-(2-(dimethylamino)ethyl)-1-oxoisoquinolin-2(1H)-yl)methyl)-N-methylbenzamide BrC=1C=C2C(=CN(C(C2=CC1)=O)CC=1C=C(C(=O)NC)C=CC1)CCN(C)C